(S)-tert-Butyl 4-(4-bromo-2-fluorophenyl)-3-(hydroxymethyl)piperazine-1-carboxylate BrC1=CC(=C(C=C1)N1[C@@H](CN(CC1)C(=O)OC(C)(C)C)CO)F